COC1CC(C1)C=1SC=CN1 2-(3-Methoxycyclobutyl)thiazole